OC1(CC1)[C@H](C)N1C(C(=CC=C1)CN1N=NC(=C1)C1=NC(=NC2=C(C=CC=C12)OC)N)=O 1-[(S)-1-(1-hydroxycyclopropyl)ethyl]-3-{[4-(2-amino-8-methoxy-4-quinazolinyl)-1H-1,2,3-triazol-1-yl]methyl}-1H-pyridin-2-one